3-fluoro-2-(3-(3-(4-hydroxybutoxy)-4-(4-methylpiperazin-1-yl)phenyl)-1-toluenesulfonyl-1H-pyrazolo[3,4-c]pyridin-5-yl)phenol FC=1C(=C(C=CC1)O)C=1C=C2C(=CN1)N(N=C2C2=CC(=C(C=C2)N2CCN(CC2)C)OCCCCO)S(=O)(=O)CC2=CC=CC=C2